FC=1C=C(NC2=CC=C(C(=N2)C(=O)NCC2=NN(N=C2)C)OC)C=C(C1)F 6-(3,5-difluoroanilino)-3-methoxy-N-[(2-methyltriazol-4-yl)methyl]pyridine-2-carboxamide